1-[5-(4-methoxyphenyl)-1H-imidazol-2-yl]methanamine hydrogen bromide Br.COC1=CC=C(C=C1)C1=CN=C(N1)CN